C(#N)C1=CC=C(C=C1)C1=CN=C(S1)NC(=O)C1=CN(C(C=C1)=O)C N-(5-(4-cyanophenyl)thiazol-2-yl)-1-methyl-6-oxo-1,6-dihydropyridine-3-carboxamide